COC=1C=C(C=CC1)C1=NN2C(=NC=3C=C(C=CC3C2=N1)C)N[C@H]1C(NCCCC1)=O (3R)-3-{[2-(3-methoxyphenyl)-8-methyl-[1,2,4]triazolo[1,5-c]quinazolin-5-yl]amino}azepan-2-one